C(#N)C1=CC=C(C=C1)C1CCN(CC1)C(=O)C1=NN(C(=C1)NC(=O)NC(C)C)C 1-(3-(4-(4-cyanophenyl)piperidine-1-carbonyl)-1-methyl-1H-pyrazol-5-yl)-3-isopropylurea